C(C)OC(CC(C1=C(C2=C(N(N=N2)C)C=C1)C)C=1C=C(C2=C(C=CS2)C1)CCl)=O 3-[7-(Chloromethyl)-1-benzothien-5-yl]-3-(1,4-dimethyl-1H-benzotriazol-5-yl)propionic acid ethyl ester